tert-butyl (3R,5R)-4-(chlorocarbonyl)-3,5-dimethylpiperazine-1-carboxylate ClC(=O)N1[C@@H](CN(C[C@H]1C)C(=O)OC(C)(C)C)C